N1(CCCC1)C=1C=C(OC2CCN(CC2)C(=O)N2N=C(C=C2)C(=O)O)C=C(C1)C(F)(F)F 1-(4-(3-(pyrrolidin-1-yl)-5-(trifluoromethyl)phenoxy)piperidine-1-carbonyl)-1H-pyrazole-3-carboxylic acid